COC1=C(C=C2C(=N1)N=C(O2)N2CCOCC2)C(=O)NC2=NC(=CC=C2)C=2C=NN(C2)C 5-Methoxy-N-(6-(1-methyl-1H-pyrazol-4-yl)pyridin-2-yl)-2-morpholinooxazolo[4,5-b]pyridine-6-carboxamide